ClC=1C=C(NC=2C=NC(=C(N2)NC)C2=CC=CC=3N(C=NC32)C)C=CC1N1CCOCC1 3-(3-Chloro-4-morpholino-anilino)-5-(methylamino)-6-(1-methylbenzimidazol-4-yl)pyrazine